1,2,4-trimethyl-5-(2-((4-methyltetrahydro-2H-pyran-4-yl)amino)-2-oxoacetyl)-1H-pyrrole-3-carboxylic acid ethyl ester C(C)OC(=O)C1=C(N(C(=C1C)C(C(=O)NC1(CCOCC1)C)=O)C)C